methyleneimidazolinone C=C1C(N=CN1)=O